S1C(=NC2=C1C=CC=C2)NC(=O)C=2C=CC=C1CCN(CC21)C2=CC=C(C(=N2)C(=O)OC(C)(C)C)C2=C(C(=CC=C2)OC2=CC=C(C=C2)C[C@H](CC(=O)OCC)C(F)(F)F)C Tert-butyl (R)-6-(8-(benzo[d]thiazol-2-ylcarbamoyl)-3,4-dihydroisoquinolin-2(1H)-yl)-3-(3-(4-(4-ethoxy-4-oxo-2-(trifluoromethyl)butyl)phenoxy)-2-methylphenyl)picolinate